[6-(5-chloro-1,3-benzoxazol-2-yl)spiro[3.3]heptan-2-yl]-5-(isobutylsulfonimidoyl)furan-2-carboxamide ClC=1C=CC2=C(N=C(O2)C2CC3(CC(C3)C3=C(OC(=C3)S(=O)(=N)CC(C)C)C(=O)N)C2)C1